ClC=1C=2C(=CNC2C2=C(C1)CNS(N2)(=O)=O)Cl 6,7-dichloro-1,3,4,9-tetrahydro-[1,2,6]thiadiazino[4,3-g]indole 2,2-dioxide